CC1=CC(=NC=C1)N1C(=CC=C1)C=O 1-(4-methylpyridin-2-yl)-1H-pyrrole-2-carbaldehyde